2,2-dimethyltetrahydro-2H-pyran-4-carboxamid CC1(OCCC(C1)C(=O)N)C